ethyl 5-((tert-butoxycarbonyl)amino)-6-methoxypyrazolo[1,5-a]pyridine-3-carboxylate C(C)(C)(C)OC(=O)NC1=CC=2N(C=C1OC)N=CC2C(=O)OCC